NCCCNCCCCNCCCNC(C(=C)C)=O N-(3-((4-((3-aminopropyl)amino)butyl)amino)propyl)methacrylamide